(1S,2S)-N-(3-(((6-cyclopropyl-8-(3-methyl-2,4-dioxoimidazolidin-1-yl)imidazo[1,2-a]pyridin-2-yl)methyl)amino)phenyl)-2-(4-methylpyrimidin-2-yl)cyclopropane-1-carboxamide C1(CC1)C=1C=C(C=2N(C1)C=C(N2)CNC=2C=C(C=CC2)NC(=O)[C@@H]2[C@H](C2)C2=NC=CC(=N2)C)N2C(N(C(C2)=O)C)=O